tert-butyl 4-{3-carbamoyl-2-[4-(4-fluorophenoxy)phenyl]-4,5,6,7-tetrahydro-2H-pyrazolo[4,3-b]pyridin-7-yl}piperidine-1-carboxylate C(N)(=O)C=1N(N=C2C1NCCC2C2CCN(CC2)C(=O)OC(C)(C)C)C2=CC=C(C=C2)OC2=CC=C(C=C2)F